3-(5-((3-((4'-chloro-5,5-dimethyl-3,4,5,6-tetrahydro-[1,1'-biphenyl]-2-yl)methyl)-3,8-diazabicyclo[3.2.1]octan-8-yl)methyl)-6-fluoro-1-oxoisoindolin-2-yl)piperidine-2,6-dione ClC1=CC=C(C=C1)C1=C(CCC(C1)(C)C)CN1CC2CCC(C1)N2CC=2C=C1CN(C(C1=CC2F)=O)C2C(NC(CC2)=O)=O